N-(4,7,10,12,16,19-docosahexaenoyl)glutamate C(CCC=CCC=CCC=CC=CCCC=CCC=CCC)(=O)N[C@@H](CCC(=O)[O-])C(=O)[O-]